CC=1N=NC=C(C1[C@H](C)OC=1C=C2C(=NN(C2=CC1)C1OCCCC1)I)C 5-[(1S)-1-(3,5-dimethylpyridazin-4-yl)ethoxy]-3-iodo-1-tetrahydropyran-2-yl-indazole